8-bromo-2,6-dicyclohexylthieno[2,3,4,5-lmn][3,8]phenanthroline-1,3,5,7(2H,6H)-tetraone BrC=1C=C2C(N(C(C3=C2C2=C(C(N(C(C12)=O)C1CCCCC1)=O)S3)=O)C3CCCCC3)=O